(S)-(R)-3-(3,4-dimethoxyphenyl)-1-(3-hydroxyphenyl)propyl 1-((S)-2-cyclohexyl-2-(4-(2-iodoeth-oxy)-3,5-dimethoxyphenyl)acetyl)piperidine-2-carboxylate C1(CCCCC1)[C@H](C(=O)N1[C@H](CCCC1)C(=O)O[C@@H](CCC1=CC(=C(C=C1)OC)OC)C1=CC(=CC=C1)O)C1=CC(=C(C(=C1)OC)OCCI)OC